C(C)C=1C(=CC=C2C=C(C=C(C12)C1=C(C=2N=C(N=C(C2C=N1)N1CC(C1)CC(=O)N)OC[C@]12CCCN2C[C@@H](C1)F)F)O)F 2-(1-(7-(8-Ethyl-7-fluoro-3-hydroxynaphthalen-1-yl)-8-fluoro-2-(((2R,7aS)-2-fluorotetrahydro-1H-pyrrolizin-7a(5H)-yl)methoxy)pyrido[4,3-d]pyrimidin-4-yl)azetidin-3-yl)acetamide